O=C1NC(CCC1N1C(C2=CC=C(C=C2C1)C1CCN(CC1)CC=1C=C(C(=O)N)C=CC1)=O)=O 3-((4-(2-(2,6-dioxopiperidin-3-yl)-1-oxoisoindolin-5-yl)piperidin-1-yl)methyl)benzamide